FC1(CC(C1)C=1C=CC(=NC1F)C(NC(=O)C1N(CC(C1)F)C(CC1=C(N=NN1)C(F)(F)F)=O)C1=CC=CC=C1)F N-{[5-(3,3-difluorocyclobutyl)-6-fluoropyridin-2-yl](phenyl)methyl}-4-fluoro-1-{2-[4-(trifluoromethyl)-1H-1,2,3-triazol-5-yl]acetyl}pyrrolidine-2-carboxamide